(3,5-dichloro-4-(2-fluoro-3-(1-(4-fluorophenyl)ethyl)-4-hydroxybenzyl)phenyl)glycine Ethyl ester C(C)OC(CNC1=CC(=C(C(=C1)Cl)CC1=C(C(=C(C=C1)O)C(C)C1=CC=C(C=C1)F)F)Cl)=O